F[P-](F)(F)(F)(F)F.N1(N=NC2=C1C=CC=C2)C(=[N+](C)C)N(C)C N-[(1H-benzotriazole-1-yl)(dimethylamino)methylene]-N-methylmethaneaminium hexafluorophosphate